1-((1s,3r)-3-(but-2-en-1-yl)-2,2-dimethylcyclopropyl)propan-2-one C(C=CC)[C@H]1C([C@H]1CC(C)=O)(C)C